C(C)(C)(C)OC(=O)N1C(C(CC1)NCC)C 3-(ethylamino)-2-methyl-pyrrolidine-1-carboxylic acid tert-butyl ester